COS(=O)(=O)C dimethylsulfonate